NC1=C(C=CC=C1)O 2-aminophenol